OC1=C(C=CC=C1)C1=CC(=CN=N1)N1CCC(CC1)(C1=CC=CC=C1)CNC(=O)C1CCN(C2(C1)CCOCC2)C(=O)OC(C)(C)C tert-butyl 4-(((1-(6-(2-hydroxyphenyl)pyridazin-4-yl)-4-phenylpiperidin-4-yl)methyl)carbamoyl)-9-oxa-1-azaspiro[5.5]undecane-1-carboxylate